9-[(2R,3S,4R,5R)-4-(benzyloxy)-5-[(benzyloxy)methyl]-3-fluoro-5-(fluoromethyl)oxolan-2-yl]-2-fluoro-N-[(4-methoxyphenyl)diphenylmethyl]purin-6-amine C(C1=CC=CC=C1)O[C@H]1[C@@H]([C@@H](O[C@]1(CF)COCC1=CC=CC=C1)N1C2=NC(=NC(=C2N=C1)NC(C1=CC=CC=C1)(C1=CC=CC=C1)C1=CC=C(C=C1)OC)F)F